(3S)-N-[(3-methoxyphenyl)methyl]-1-(pyridin-3-yl)piperidin-3-amine COC=1C=C(C=CC1)CN[C@@H]1CN(CCC1)C=1C=NC=CC1